1,2,3-trimethylcyclopentene CC1=C(C(CC1)C)C